N1=CN=CC(=C1)C1=CC(=CS1)C[N+]1=NOC(=C1)[N-]C(NC1=CC(=CC=C1)C(F)(F)F)=O (3-((5-(pyrimidin-5-yl)thiophen-3-yl)methyl)-1,2,3-oxadiazol-3-ium-5-yl)((3-(trifluoromethyl)phenyl)carbamoyl)amide